CN1C(=C2OC[C@@H]3[C@H](NS(C2=C1)(=O)=O)CNC3)C(=O)NC3=CC(=C(C(=C3)F)F)F cis-7-Methyl-N-(3,4,5-trifluorophenyl)-2,3,3a,4,10,10a-hexahydro-1H,7H-dipyrrolo[3,4-b:3',4'-f][1,4,5]oxathiazocin-8-carboxamid-5,5-dioxid